C(#N)C=1C(=C(SC1)NC(CC1=C2C=CC=NC2=CC=C1)=O)C(=O)OC methyl 4-cyano-2-(2-(quinolin-5-yl)acetamido)thiophene-3-carboxylate